NC=1C(=C(C=CC1)C1N(CCC1)C(=O)OC(C)(C)C)OC tert-butyl 2-(3-amino-2-methoxyphenyl)pyrrolidine-1-carboxylate